1-chloro-1-fluoroethylene ClC(=C)F